1-(4-((2-(1H-pyrrol-2-yl)ethyl)amino)-6-methylpyrimidin-2-yl)-3-(naphthalen-2-yl)urea N1C(=CC=C1)CCNC1=NC(=NC(=C1)C)NC(=O)NC1=CC2=CC=CC=C2C=C1